N-methyl-N-decylammonium tetrakis(perfluoronaphthalen-2-yl)borate FC1=C(C(=C(C2=C(C(=C(C(=C12)F)F)F)F)F)F)[B-](C1=C(C2=C(C(=C(C(=C2C(=C1F)F)F)F)F)F)F)(C1=C(C2=C(C(=C(C(=C2C(=C1F)F)F)F)F)F)F)C1=C(C2=C(C(=C(C(=C2C(=C1F)F)F)F)F)F)F.C[NH2+]CCCCCCCCCC